2-Methoxyethyl (trans-4-((3-(1-isopropyl-1H-pyrazol-4-yl)phenyl)((trans-4-(4-methoxy-3-methylphenyl)cyclohexyl)meth-yl)carbamoyl)cyclohexyl)carbamate C(C)(C)N1N=CC(=C1)C=1C=C(C=CC1)N(C(=O)[C@@H]1CC[C@H](CC1)NC(OCCOC)=O)C[C@@H]1CC[C@H](CC1)C1=CC(=C(C=C1)OC)C